COC1=CC=C(C=C1)C(OC12CC(CC(C(C1)O)N2C(C)C)OC(C(C)(C)C)=O)(C2=CC=CC=C2)C2=CC=C(C=C2)OC (Bis(4-methoxyphenyl)(phenyl)methoxy)-8-isopropyl-3-pivaloyloxy-8-azabicyclo[3.2.1]octan-6-ol